1-Bromo-4-chloro-2-fluoro-3-methylbenzene BrC1=C(C(=C(C=C1)Cl)C)F